ClC=1C=C(C=CC1F)C(C=1N(C(=CN1)C(=O)OC)COCC[Si](C)(C)C)C1=CC(=C(C=C1)F)Cl methyl 2-[bis(3-chloro-4-fluorophenyl)methyl]-1-{[2-(trimethylsilyl)eth-oxy]methyl}-1H-imidazole-5-carboxylate